(R)-N-(1-(3-(N-(4-(7-morpholinothiazolo[5,4-d]pyrimidin-2-yl)phenyl)sulfamoyl)benzyl)piperidin-3-yl)acrylamide O1CCN(CC1)C=1C2=C(N=CN1)SC(=N2)C2=CC=C(C=C2)NS(=O)(=O)C=2C=C(CN1C[C@@H](CCC1)NC(C=C)=O)C=CC2